5,8-diazaspiro[3.5]nonane C1CCC12NCCNC2